The molecule is an organic cation obtained by protonation of cariprazine. It is an ammonium ion derivative and an organic cation. It is a conjugate acid of a cariprazine. [H+].CN(C)C(=O)NC1CCC(CC1)CCN2CCN(CC2)C3=C(C(=CC=C3)Cl)Cl